N-(methyl(oxo)(phenyl)-λ6-sulfaneylidene)-1-(4-(5-(trifluoromethyl)-1,2,4-oxadiazol-3-yl)phenyl)-1H-pyrazole-4-carboxamide CS(=NC(=O)C=1C=NN(C1)C1=CC=C(C=C1)C1=NOC(=N1)C(F)(F)F)(C1=CC=CC=C1)=O